Cl.C(C)N1CCN(CC1)C1=CC(=NC(=N1)C)NC=1SC(=CN1)C1=NC=CC=C1 [6-(4-Ethyl-piperazin-1-yl)-2-methyl-pyrimidin-4-yl]-(5-pyridin-2-yl-thiazol-2-yl)-amine hydrochloride